Cl.ClC1=NC(=CC(=C1)C1=N[C@@H](COC1)C)Cl (R)-5-(2,6-dichloropyridin-4-yl)-3-methyl-3,6-dihydro-2H-1,4-oxazine HCl